C(C)OC(=O)C=1N=C(SC1)NC(=O)OC(C)(C)C 2-((tert-butyl-Oxycarbonyl)amino)thiazole-4-carboxylic acid ethyl ester